[N+](=O)([O-])C1=C(C(=O)NC2=CC(=CC=C2)OC2=CC=CC=C2)C=CC=C1 2-Nitro-N-(3-phenoxyphenyl)benzamid